C(C)SC1=NC=C(C=N1)CN1CCN(CC1)C=1OC=CN1 2-(4-((2-(ethylthio)pyrimidin-5-yl)methyl)piperazin-1-yl)oxazole